FC(C(=O)O)(F)F.FC(C(=O)O)(F)F.N1(CCNCC1)C1=CC=C(C=C1)C=1OC(=NN1)C1=CC=C(C=C1)N1CCNCC1 2,5-bis(4-(piperazin-1-yl)phenyl)-1,3,4-oxadiazole bistrifluoroacetic acid salt